C(OCC=C)(ON1CCCC1)=O allyl pyrrolidin-1-yl carbonate